4-(6-{[5-methyl-3-(6-methylpyridin-3-yl)-1,2-oxazol-4-yl]methoxy}-1,2,3,4-tetrahydro-2,7-naphthyridine-2-carbonyl)-1λ6-thiacyclohexane-1,1-dione CC1=C(C(=NO1)C=1C=NC(=CC1)C)COC=1C=C2CCN(CC2=CN1)C(=O)C1CCS(CC1)(=O)=O